4-(((R)-1-phenylpropyl)amino)quinoline-3,8-dicarbonitrile C1(=CC=CC=C1)[C@@H](CC)NC1=C(C=NC2=C(C=CC=C12)C#N)C#N